N-methyl-1-(oxolan-2-yl)methanamine CNCC1OCCC1